Polonium beryllium [Be].[Po]